FC(CN1N=CC=2C1=NC(=CN2)N2C[C@@H](C[C@@H](C2)COC=2C(=NC=CC2)C(F)(F)F)C)F 1-(2,2-difluoroethyl)-6-((3R,5S)-3-methyl-5-(((2-(trifluoromethyl)pyridin-3-yl)oxy)methyl)piperidin-1-yl)-1H-pyrazolo[3,4-b]pyrazine